(E)-4-(2-chlorophenyl)-2-[1-methyl-2-(4-trifluoromethyl-2-carboxybenzylidene)hydrazino]thiazolen ClC1=C(C=CC=C1)C1=CN(SC1)N(/N=C/C1=C(C=C(C=C1)C(F)(F)F)C(=O)O)C